benz[cfe]isoquinoline-1,3(2H)-dione C1(NC2C(C=3C(=CC=CC13)C=C2)=O)=O